ethoxy-imidazo[1,2-a]pyridine-6-carboxamide C(C)OC=1N=C2N(C=C(C=C2)C(=O)N)C1